2-(1-(2-fluoroacryloyl)-4-(7-(3-hydroxynaphthalen-1-yl)-2-(((S)-1-methylpyrrolidin-2-yl)methoxy)-5,6,7,8-tetrahydroquinazolin-4-yl)piperazin-2-yl)acetonitrile FC(C(=O)N1C(CN(CC1)C1=NC(=NC=2CC(CCC12)C1=CC(=CC2=CC=CC=C12)O)OC[C@H]1N(CCC1)C)CC#N)=C